3-(2,7-dichloro-8-fluoropyrido[4,3-d]pyrimidine-4-yl)-3,8-diazabicyclo[3.2.1]octane-8-carboxylic acid tert-butyl ester C(C)(C)(C)OC(=O)N1C2CN(CC1CC2)C=2C1=C(N=C(N2)Cl)C(=C(N=C1)Cl)F